2-propenyl(phenol) C(=CC)C1=C(C=CC=C1)O